4-[[7-(1H-pyrazol-3-ylamino)-1,6-naphthyridin-5-yl]amino]adamantan-1-ol N1N=C(C=C1)NC1=NC(=C2C=CC=NC2=C1)NC1C2CC3(CC(CC1C3)C2)O